2-acetamido-4-(butylamino)-N-(4,5-dimethylthiazol-2-yl)benzamide C(C)(=O)NC1=C(C(=O)NC=2SC(=C(N2)C)C)C=CC(=C1)NCCCC